C(#N)C(C(=O)OCC)=C ethyl alpha-cyanoacrylate